OP(O)OP(O)O.OP(O)OP(O)O.C(C)(C)(C)C1=C(C=CC(=C1)C(C)(C)C)C(O)(C(CO)(CO)CO)C1=C(C=C(C=C1)C(C)(C)C)C(C)(C)C bis(2,4-di-t-butylphenyl)pentaerythritol bisdiphosphite